(E)-N-[(indol-7-yl)methylene]-3-phenyl-prop-2-en-1-amine hydrochloride Cl.N1C=CC2=CC=CC(=C12)C=NC\C=C\C1=CC=CC=C1